ClC1=CC(=C(C=N1)C1=CC=C(C=C1)C1CN(C1)C(=O)N1C[C@H](CC1)O)S(=O)(=O)C [3-[4-(6-chloro-4-methylsulfonyl-3-pyridinyl)phenyl]azetidin-1-yl]-[(3S)-3-hydroxypyrrolidin-1-yl]methanone